FC(C(C(C(F)(F)F)(F)F)(F)F)(F)F.[I] Iodine perfluorobutane